C1([C@H](O)[C@@H](O)[C@H](O)[C@@H](CO)O1)=O D-(+)-Glucono-1,5-lacton